3-benzyl-1-(trans-4-((5-cyano-4-((1-(hydroxymethyl)cyclopentyl)-amino)pyrimidin-2-yl)amino)cyclohexyl)-1-(5-(1-methyl-1H-pyrazol-4-yl)pyridin-2-yl)urea C(C1=CC=CC=C1)NC(N(C1=NC=C(C=C1)C=1C=NN(C1)C)[C@@H]1CC[C@H](CC1)NC1=NC=C(C(=N1)NC1(CCCC1)CO)C#N)=O